C(=O)O.ClC1=C(C(=O)NCC(N2CCNCC2)=O)C=CC(=C1)NC=1C=2N(C=CN1)C(=CN2)C=2C(=NN(C2)CC#N)C(F)(F)F 2-chloro-4-[[3-[1-(cyanomethyl)-3-(trifluoromethyl)pyrazol-4-yl]imidazo[1,2-a]pyrazin-8-yl]amino]-N-(2-oxo-2-piperazin-1-yl-ethyl)benzamide formate